CN(C(CC1=CC=C(C=C1)NC(C1=CN=C(C(=C1)NC1=NC=CC(=N1)C=1C=NC=CC1)C)=O)C)C N-[4-(2-Dimethylamino-propyl)-phenyl]-6-methyl-5-(4-pyridin-3-yl-pyrimidin-2-ylamino)-nicotinamide